diethyl benzofuran-2,2-dicarboxylate O1C(CC2=C1C=CC=C2)(C(=O)OCC)C(=O)OCC